4-(butylamino)-6-methyl-2-(methylthio)pyrimidine-5-carboxylic acid ethyl ester C(C)OC(=O)C=1C(=NC(=NC1C)SC)NCCCC